3-ethyl-1-methylimidazolium bis(trifluoromethylsulfonyl)imide [N-](S(=O)(=O)C(F)(F)F)S(=O)(=O)C(F)(F)F.C(C)[N+]1=CN(C=C1)C